(S)-2-(2-(2,2-dimethyltetrahydro-2H-pyran-4-yl)-2H-pyrazolo[3,4-b]pyrazin-6-yl)-3-methyl-5-(trifluoromethyl)phenol CC1(OCC[C@@H](C1)N1N=C2N=C(C=NC2=C1)C1=C(C=C(C=C1C)C(F)(F)F)O)C